(6-fluoro-4,4,9-trimethyl-3,5-dihydro-1H-pyrido[4,3-b]indol-2-yl)-[5-(trifluoromethyl)-1H-pyrazol-3-yl]methanone FC1=CC=C(C=2C3=C(NC12)C(CN(C3)C(=O)C3=NNC(=C3)C(F)(F)F)(C)C)C